2-methylhexadecan-8-yl 6-bromohexanoate BrCCCCCC(=O)OC(CCCCCC(C)C)CCCCCCCC